(R)-6-(3-amino-6-(4-(4-(1-cyclopropylethyl)piperazin-1-yl)phenyl)-5-fluoropyrazin-2-yl)-8-fluoro-3,4-dihydroisoquinolin-1(2H)-one NC=1C(=NC(=C(N1)F)C1=CC=C(C=C1)N1CCN(CC1)[C@H](C)C1CC1)C=1C=C2CCNC(C2=C(C1)F)=O